CC1=NN(C(=C1)OCC=C)C methyl-1-methyl-5-allyloxy-1H-pyrazole